(S)-quinuclidin-3-yl (7-(3-isopropylphenyl)-6-methoxy-3,3-dimethylchroman-4-yl)carbamate C(C)(C)C=1C=C(C=CC1)C1=C(C=C2C(C(COC2=C1)(C)C)NC(O[C@@H]1CN2CCC1CC2)=O)OC